4-chloro-7-nitro-3-propyl-1,3-dihydro-2,1-benzothiazole ClC1=CC=C(C2=C1C(SN2)CCC)[N+](=O)[O-]